C(C#C)O[C@H]1CN(CC1)C(=O)OC(C)(C)C tert-butyl (R)-3-(prop-2-yn-1-yloxy)pyrrolidine-1-carboxylate